C(CCC)OC=1C=C(C=O)C=CC1 3-butoxybenzaldehyde